(19R)-3-ethyl-16-fluoro-5-methoxy-10,19-dimethyl-20-oxa-3,4,10,11,23-pentaazapentacyclo[19.3.1.02,6.08,12.013,18]pentacosa-1(24),2(6),4,8,11,13,15,17,21(25),22-decaen-22-amine C(C)N1C=2C3=CN=C(C(O[C@@H](C4=CC(=CC=C4C4=NN(C=C4CC2C(=N1)OC)C)F)C)=C3)N